2-N-propionyl-galactosamine C(CC)(=O)N[C@H]1C(O)O[C@@H]([C@@H]([C@@H]1O)O)CO